(R)-4-bromo-2-(3-(3-(fluoro(4-methyl-4H-1,2,4-triazol-3-yl)methyl)oxetan-3-yl)phenyl)isoindolin-1-one BrC1=C2CN(C(C2=CC=C1)=O)C1=CC(=CC=C1)C1(COC1)[C@H](C1=NN=CN1C)F